3,14-dihydroxy-4,5a-epoxy-morphinan OC=1C=CC=2C[C@@H]3[C@@]4(CCC[C@H]5[C@@]4(C2C1O5)CCN3)O